C(CCCCCCC\C=C/CCCCCCCC)(=O)OCCCCCCCCCCCCCCCCCCCC Eicosanol oleate